C(C1=CC=CC=C1)OCN1C(N(N=C(C1=O)Br)CF)=O 4-((benzyloxy)methyl)-6-bromo-2-(fluoromethyl)-1,2,4-triazine-3,5(2H,4H)-dione